N-(1-cyclopropyl-5-methyl-6-oxo-1,6-dihydropyridin-3-yl)-4-methylpiperidine-4-carboximidamide C1(CC1)N1C=C(C=C(C1=O)C)NC(=N)C1(CCNCC1)C